C(=CC)C1(C(C(=O)OC1=O)(C=CC)C=CC)C=CC Tetrapropenyl-Succinic Anhydride